N-(5-cyclopentyl-3-fluoropyridin-2-yl)-5-nitro-2-({1-[2-(oxan-2-yloxy)ethyl]-1H-1,2,3,4-tetrazol-5-yl}sulfanyl)benzamide C1(CCCC1)C=1C=C(C(=NC1)NC(C1=C(C=CC(=C1)[N+](=O)[O-])SC1=NN=NN1CCOC1OCCCC1)=O)F